C1=C(C=CC2=CC=CC=C12)C(=O)N[C@@H](C(=O)N1[C@@H](C[C@@H](C1)N1N=NC=C1C(C)(C)O)C(=O)O)CC1CCCCC1 (2S,4S)-1-((R)-2-(2-naphthoylamino)-3-cyclohexylpropionyl)-4-(5-(2-hydroxypropan-2-yl)-1H-1,2,3-triazol-1-yl)pyrrolidine-2-carboxylic acid